C1(=CC(=CC=C1)CCNC(=O)C1CNCCC1)C piperidine-3-carboxylic acid (2-m-tolyl-ethyl)-amide